C(C1=CC=CC=C1)N1CCC(CC1)CCNC(CC[C@H](NC(=O)C=1OC2=CC=C(C=C2C(C1)=O)OC)C(=O)OCC)=O Ethyl N5-(2-(1-benzylpiperidin-4-yl)ethyl)-N2-(6-methoxy-4-oxo-4H-chromene-2-carbonyl)-L-glutaminate